6-(4-(2-Aminoethyl)-2-oxopyrrolidin-1-yl)-4-(4-methoxybenzyl)-2H-pyrido[3,2-b][1,4]oxazin-3(4H)-one NCCC1CC(N(C1)C=1C=CC=2OCC(N(C2N1)CC1=CC=C(C=C1)OC)=O)=O